9-tert-butyloxycarbonyl-9-aza-2,3:6,7-diepoxybicyclo[3.3.1]nonane C(C)(C)(C)OC(=O)N1C2C3C(CC1C1C(C2)O1)O3